2-[3-(7-methyl-2,7-diazaspiro[3.5]non-2-yl)-1,2,4-triazin-6-yl]-5-(2H-1,2,3-triazol-2-yl)phenol CN1CCC2(CN(C2)C=2N=NC(=CN2)C2=C(C=C(C=C2)N2N=CC=N2)O)CC1